NC(C)C1=NN(C(C=2N1C=C(C2)C(C)C)=O)CC(=O)OC(C)C isopropyl 2-(4-(1-aminoethyl)-7-isopropyl-1-oxopyrrolo[1,2-d][1,2,4]triazin-2(1H)-yl)acetate